N(=C=O)CC1=CC=C(C(=O)N)C=C1 4-(isocyanato-methyl)benzamide